monobutyl-trimethylimidazole chloride [Cl-].C(CCC)CC=1NC(=C(N1)C)C